5-chloro-6-methoxy-1H-pyrazolo[4,3-b]Pyridine-1-carboxylic acid tert-butyl ester C(C)(C)(C)OC(=O)N1N=CC2=NC(=C(C=C21)OC)Cl